2-methoxypropylamine COC(CN)C